NC1CN(CCCC1)C1=NN(CC2=CC=CC=C12)C1CCC1 4-(3-aminoazepan-1-yl)-2-cyclobutylphthalazin